NC=1C(=NC=CN1)CCC[C@H](C(=O)O)NC(=O)OC(C)(C)C (2R)-5-(3-aminopyrazin-2-yl)-2-{[(tert-butoxy)carbonyl]amino}pentanoic acid